2-{[1-(2-aminoethyl)-1H-1,2,3,4-tetrazol-5-yl]sulfanyl}-N-(5-cyclopentyl-3-fluoropyridin-2-yl)-5-nitrobenzamide hydrochloride Cl.NCCN1N=NN=C1SC1=C(C(=O)NC2=NC=C(C=C2F)C2CCCC2)C=C(C=C1)[N+](=O)[O-]